2-[2-methoxy-6-methyl-4-(trifluoromethyl)phenyl]-1-methyl-5-(4-methylpiperazin-1-yl)imidazo[4,5-b]pyrazine COC1=C(C(=CC(=C1)C(F)(F)F)C)C1=NC=2C(=NC=C(N2)N2CCN(CC2)C)N1C